6-(4-bromo-2-chloro-phenylamino)-7-fluoro-3H-benzimidazole-5-carboxylic acid (2-hydroxy-ethoxy)-amide OCCONC(=O)C1=CC2=C(N=CN2)C(=C1NC1=C(C=C(C=C1)Br)Cl)F